C(=O)C1CC2(C1)CCN(CC2)C(=O)OCCCC 7-butyl 2-formyl-7-azaspiro[3.5]nonane-7-carboxylate